N-[(2RS)-1-chloro-3-(3,4-dimethylphenyl)propan-2-yl]-5-(3-cyclopropyl-phenoxy)-2-methyl-3-oxo-2,3-dihydropyridazine-4-carboxamide ClC[C@@H](CC1=CC(=C(C=C1)C)C)NC(=O)C=1C(N(N=CC1OC1=CC(=CC=C1)C1CC1)C)=O |r|